6-bromo-1,2,3,4-tetrahydroquinoxaline BrC=1C=C2NCCNC2=CC1